((3aS,4R,6R,6aR)-6-(((tert-butyldimethylsilyl)oxy)methyl)-2,2-dimethyltetrahydrofuro[3,4-d][1,3]dioxol-4-yl)(2-chloro-4-(cyclopentylamino)pyrrolo[2,1-f][1,2,4]triazin-7-yl)methanol [Si](C)(C)(C(C)(C)C)OC[C@H]1O[C@@H]([C@H]2[C@@H]1OC(O2)(C)C)C(O)C2=CC=C1C(=NC(=NN12)Cl)NC1CCCC1